3-(benzo[d][1,3]dioxol-4-ylmethyl)-6-bromoquinazolin-4(3H)-one O1COC2=C1C=CC=C2CN2C=NC1=CC=C(C=C1C2=O)Br